ethyl 3-(5-(bis(4-methoxybenzyl)amino)-3-chloro-2-(trifluoromethyl)phenyl)-3-((3-methoxy-3-oxopropyl)thio)propanoate COC1=CC=C(CN(C=2C=C(C(=C(C2)C(CC(=O)OCC)SCCC(=O)OC)C(F)(F)F)Cl)CC2=CC=C(C=C2)OC)C=C1